N-(2-chloro-5,6-difluoro-3-nitrophenyl)isobutyramide ClC1=C(C(=C(C=C1[N+](=O)[O-])F)F)NC(C(C)C)=O